2-[9H-fluoren-9-ylmeth-oxycarbonyl(methyl)-amino]acetic acid C1=CC=CC=2C3=CC=CC=C3C(C12)COC(=O)N(CC(=O)O)C